(E)-4-(dimethylamino)-N-(3-(2-((6-morpholinylpyridin-3-yl)amino)pyrido[3,4-d]pyrimidin-8-yl)phenyl)but-2-enamide CN(C/C=C/C(=O)NC1=CC(=CC=C1)C1=NC=CC2=C1N=C(N=C2)NC=2C=NC(=CC2)N2CCOCC2)C